FC(C(C(C(C(F)(F)F)C(F)(F)F)(C(F)(F)F)C(F)(F)F)C(F)(F)F)(F)F 1,1,1,5,5,5-hexafluoro-2,3,3,4-tetrakis-trifluoromethylpentane